C(C(C)C)C=1N=CC2=C(N1)NC=C2C=2C=C1C(=NC2)N=C(N1C(C)C)C 6-(2-Isobutyl-7H-pyrrolo[2,3-d]pyrimidin-5-yl)-1-isopropyl-2-methyl-1H-imidazo[4,5-b]pyridine